(2R,3R,4R,5S)-2-methyl-1-(((R)-1-(o-tolyl)pyrrolidin-3-yl)methyl)piperidine-3,4,5-triol C[C@H]1N(C[C@@H]([C@H]([C@@H]1O)O)O)C[C@@H]1CN(CC1)C1=C(C=CC=C1)C